ClC1=CC=C(C(=N1)C(=O)O)N[C@H](C)C1=C2N=C(C(=NC2=CC(=C1)C)C#N)N1CCC(CC1)=O (R)-6-chloro-3-((1-(2-cyano-7-methyl-3-(4-oxopiperidin-1-yl)quinoxalin-5-yl)ethyl)amino)picolinic acid